N1=C(C=CC=C1)CC(=O)C1=CC=CC=C1 2-(2-pyridyl)-acetophenone